N1C(=NC=C1)CCSCCO 2-[(2-imidazolyl-ethyl)thio]ethanol